N1=C(N=CC2=NC=CN=C12)C(=O)[O-] pteridinate